N(=O)CC(=O)C1=CC=CC=C1 nitroso-acetophenone